ClC1=CC(=NC=C1)C1=CC(=CN1)S(=O)(=O)NC1=C(C=C(C(=C1)F)C(F)(F)F)F 5-(4-chloro-2-pyridyl)-N-[2,5-difluoro-4-(trifluoromethyl)phenyl]-1H-pyrrole-3-sulfonamide